1-(benzyloxycarbonylamino)cyclopropanecarboxylic acid C(C1=CC=CC=C1)OC(=O)NC1(CC1)C(=O)O